OC(CCCC(CCCC(CCCC(C(=O)O)C)C)C)(C#C)C 14-hydroxy-2,6,10,14-tetra-methylhexadec-15-ynoic acid